Ethyl (Z)-2-(5-(3-methoxyphenyl)-2-methyl-2-azabicyclo[3.3.1]nonan-9-ylidene)acetate COC=1C=C(C=CC1)C1/2CCN(C(CCC1)\C2=C/C(=O)OCC)C